COC(C1CCN(CC1)C1=CC(=C(C=C1)C1C(CCC2=CC(=CC=C12)O)C1=CC=CC=C1)F)OC 1-[4-[4-(dimethoxymethyl)-1-piperidinyl]-2-fluoro-phenyl]-2-phenyl-tetrahydronaphthalen-6-ol